N-[(1S)-5-[(4-amino-6-chloro-3-nitropyridin-2-yl)amino]-2,3-dihydro-1H-inden-1-yl]acetamide NC1=C(C(=NC(=C1)Cl)NC=1C=C2CC[C@@H](C2=CC1)NC(C)=O)[N+](=O)[O-]